CC1=[N+](C(=CC=C1)C)[O-] 2,6-dimethyl-pyridine N-oxide